ONC(=O)C=1C=2CC3(C(N(CC3)CC3=CC(=NO3)C3=CC=CC=C3)=O)CC2C=CC1 N-hydroxy-2'-oxo-1'-((3-phenylisoxazol-5-yl)methyl)-1,3-dihydrospiro[indene-2,3'-pyrrolidine]-4-carboxamide